3-[[4-[(4-tert-butoxycarbonylpiperazin-2-yl)methoxy]-6-(2,6-dimethylphenyl)pyrimidin-2-yl]sulfamoyl]benzoic acid C(C)(C)(C)OC(=O)N1CC(NCC1)COC1=NC(=NC(=C1)C1=C(C=CC=C1C)C)NS(=O)(=O)C=1C=C(C(=O)O)C=CC1